1-tert-butyl 3-methyl 3-(fluoromethyl)pyrrolidine-1,3-dicarboxylate FCC1(CN(CC1)C(=O)OC(C)(C)C)C(=O)OC